COC1=CC=C2C=CC=NC2=C1 7-methoxychinolin